OCCOC1=CC2=C(N(C=N2)C2CC(C2)(O)C)C=C1 (cis)-3-[5-(2-hydroxyethoxy)-1H-1,3-benzodiazol-1-yl]-1-methylcyclobutan-1-ol